(R)-5-(2,2-dimethyl-4H-benzo[d][1,3]dioxin-6-yl)oxazolidin-2-one CC1(OCC2=C(O1)C=CC(=C2)[C@@H]2CNC(O2)=O)C